Cl.ClC=1C(=C(C=CC1F)NC[C@@H]1C[C@H](C1)C(F)(F)F)F (S)-(3-chloro-2,4-difluorophenyl)(trans-3-(trifluoromethyl)cyclobutyl)methylamine hydrochloride